4-trimethylsilyl-aniline C[Si](C1=CC=C(N)C=C1)(C)C